COC([C@H](CC(C)C)N1N=C(C(=CC1=O)C)CCN1C[C@@H](CC1)F)=O (S)-2-(3-(2-((R)-3-fluoropyrrolidin-1-yl)ethyl)-4-methyl-6-oxopyridazine-1(6H)-yl)-4-methylpentanoic acid methyl ester